ClC=1C=C(C=CC1)C=1C(=C(C(=NC1)C(=O)NCC(=O)OCC)O)C ethyl 2-[[5-(3-chlorophenyl)-3-hydroxy-4-methyl-pyridine-2-carbonyl]amino]acetate